O=C1NC(CCC1C1=NN(C2=CC(=CC=C12)N1CCN(CC1)CC1CCC2(CN(C2)C(=O)OC(C)(C)C)CC1)C)=O tert-butyl 7-((4-(3-(2,6-dioxopiperidin-3-yl)-1-methyl-1H-indazol-6-yl)piperazin-1-yl)methyl)-2-azaspiro[3.5]nonane-2-carboxylate